C(C)(C)OC1=CC=C(C(=N1)[N+](=O)[O-])C=N 1-(6-isopropoxy-2-nitropyridin-3-yl)methyleneamine